BrC1=CC=2C(N=C1OC)=NN(C2)C2CCC(CC2)CO [4-(5-bromo-6-methoxy-pyrazolo[3,4-b]pyridin-2-yl)cyclohexyl]methanol